1H-1,2,4-triazol-5-ylsulfan N1N=CN=C1S